7-oxo-bicyclo[2.2.1]hept-5-ene-2,3-dicarboxylic acid diethyl ester C(C)OC(=O)C1C2C=CC(C1C(=O)OCC)C2=O